(1S,4S)-1,7,7-trimethylbicyclo[2.2.1]heptan CC12CCC(CC1)C2(C)C